FC(C1=CC=CC(=N1)C12CN(CC2C1)C(=O)OCCCC)(F)F Butyl 1-(6-(trifluoromethyl)pyridin-2-yl)-3-azabicyclo[3.1.0]hexane-3-carboxylate